Cl.N=1N=C(N2CCOCCC21)CN (5,6,8,9-tetrahydro-[1,2,4]triazolo[4,3-d][1,4]oxazepin-3-yl)methanamine hydrochloride